COC=1C=C(C=CC1)C1(CCCCC=2N=C3N(C=C(C=C3)C=3C=NC(=NC3)N3CCOCC3)C21)O 10-(3-methoxyphenyl)-2-(2-morpholinopyrimidin-5-yl)-7,8,9,10-tetrahydro-6H-cyclohepta[4,5]imidazo[1,2-a]pyridin-10-ol